(E)-3-(1-benzyl-2-((4-(2-(4-chloro-2-fluorophenyl)-2-methylbenzo[d][1,3]dioxol-4-yl)piperidin-1-yl)methyl)-1H-imidazol-5-yl)acrylic acid C(C1=CC=CC=C1)N1C(=NC=C1/C=C/C(=O)O)CN1CCC(CC1)C1=CC=CC=2OC(OC21)(C)C2=C(C=C(C=C2)Cl)F